methyl (1R,2S,5S)-3-[(2S)-2-(tert-butoxycarbonylamino)-3-[ethyl(methyl)amino]propanoyl]-6,6-dimethyl-3-azabicyclo[3.1.0]hexane-2-carboxylate C(C)(C)(C)OC(=O)N[C@H](C(=O)N1[C@@H]([C@H]2C([C@H]2C1)(C)C)C(=O)OC)CN(C)CC